The molecule is a secondary alcohol that is propan-2-ol substituted by a 2-allylphenoxy group at position 1 and an isopropylamino group at position 3. It is a beta-adrenergic antagonist used as a antihypertensive, anti-arrhythmia and a sympatholytic agent. It has a role as an anti-arrhythmia drug, an antihypertensive agent, a beta-adrenergic antagonist and a sympatholytic agent. It is a secondary alcohol and a secondary amino compound. CC(C)NCC(COC1=CC=CC=C1CC=C)O